2-benzyl-2-(((2R,3S,4R,5R)-5-(2-chloro-6-(((1-hydroxycyclobutyl)-methyl)amino)-9H-purin-9-yl)-3-ethynyl-3,4-dihydroxytetrahydrofuran-2-yl)methoxy)malonic acid C(C1=CC=CC=C1)C(C(=O)O)(C(=O)O)OC[C@H]1O[C@H]([C@@H]([C@@]1(O)C#C)O)N1C2=NC(=NC(=C2N=C1)NCC1(CCC1)O)Cl